5-amino-N-(3-chloro-4-fluorophenyl)-3-((2s,5s)-5-hydroxy-5-(methylsulfonylmethyl)octahydro-pentalen-2-yl)-1-methyl-1H-pyrazole-4-carboxamide NC1=C(C(=NN1C)C1CC2CC(CC2C1)(CS(=O)(=O)C)O)C(=O)NC1=CC(=C(C=C1)F)Cl